sodium Sodium 3-[(2,3-dihydrothieno[3,4-b]-[1,4]dioxin-2-yl) methoxy]-1-isopropyl-1-propanesulfonate O1C=2C(OCC1COCCC(S(=O)(=O)[O-])C(C)C)=CSC2.[Na+].[Na+].O2C=1C(OCC2COCCC(S(=O)(=O)[O-])C(C)C)=CSC1